(4-(4-(4-((2,6-dioxa-8-azaspiro[3.5]non-7-en-7-yl)amino)-2,6-difluorophenoxy)-1H-pyrrolo[2,3-b]pyridin-3-yl)phenyl)(3-hydroxyl-3-methylazetidin-1-yl)methanone C1OCC12COC(=NC2)NC2=CC(=C(OC1=C3C(=NC=C1)NC=C3C3=CC=C(C=C3)C(=O)N3CC(C3)(C)O)C(=C2)F)F